C[C@H](/C=C/C(=O)SCCNC(=O)CCNC(=O)[C@@H](C(C)(C)COP(=O)([O-])OP(=O)([O-])OC[C@@H]1[C@H]([C@H]([C@@H](O1)N2C=NC3=C(N=CN=C32)N)O)OP(=O)([O-])[O-])O)[C@H]4CC[C@@H]5[C@@]4(CC[C@H]6[C@H]5CCC7=CC(=O)CC[C@]67C)C The molecule is an acyl-CoA(4-) oxoanion arising from deprotonation of the phosphate and diphosphate OH groups of 3-oxochola-4,22-dien-24-oyl-CoA; major species at pH 7.3. It is a conjugate base of a 3-oxochola-4,22-dien-24-oyl-CoA.